FC1=C(C=CC=C1)C1=CC=CC=C1 fluoro-[1,1'-biphenyl]